silanol diphosphate OP(O)(=O)OP(=O)(O)O.[SiH3]O